(S)-5-(benzyloxy)-6-methoxy-2-(quinazolin-4-yl)-1,2,3,4-tetrahydroisoquinoline-3-carboxylic acid methyl ester COC(=O)[C@H]1N(CC2=CC=C(C(=C2C1)OCC1=CC=CC=C1)OC)C1=NC=NC2=CC=CC=C12